8,8-Dimethyl-2-phenyl-7a,8-dihydrobenzo[d]naphtho[1,2-f]pyrazolo[5,1-b][1,3]oxazepin-9(10H)-one CC1(C(NN2C1OC1=C(C3=C2C=CC=C3)C=3C=C(C=CC3C=C1)C1=CC=CC=C1)=O)C